(piperidin-1-yl)propionic acid N1(CCCCC1)C(C(=O)O)C